3-(4-amino-1-methyl-6-((3-methylbenzyl)amino)-1H-imidazo[4,5-c]pyridin-2-yl)propan-1-ol NC1=NC(=CC2=C1N=C(N2C)CCCO)NCC2=CC(=CC=C2)C